C(C)N(C(=O)C1=C(OC=2C(=NC=NC2)N2CC3(C2)CCN(CC3)CC3CCC(CC3)NC(OC(C)(C)C)=O)C=CC(=C1)F)C(C)C tert-butyl ((1r,4r)-4-((2-(5-(2-(ethyl(isopropyl)carbamoyl)-4-fluorophenoxy)pyrimidin-4-yl)-2,7-diazaspiro[3.5]nonan-7-yl)methyl)cyclohexyl)carbamate